ClCC(=O)C=1C(=NC=CC1)C 2-Chloro-1-(2-methylpyridin-3-yl)ethan-1-one